BrC1=CC2=C(N(CCN2)C)N=C1 7-bromo-4-methyl-1,2,3,4-tetrahydropyrido[2,3-b]pyrazine